tert-butyl 3-[2-[2-(2-hydroxyethoxy)ethoxy]ethoxy]propanoate OCCOCCOCCOCCC(=O)OC(C)(C)C